N1CC(C1)S(=O)(=O)C1=CC=C(C(=C1S(=O)(=O)N)C=1N=NNN1)C=1C(=NC=CC1)N1CCOCC1 6-(azetidin-3-ylsulfonyl)-3-(2-morpholinopyridin-3-yl)-2-(2H-tetrazol-5-yl)benzenesulfonamide